N-((5-(2,4-difluorophenyl)-1-((4-(trifluoromethoxy)phenyl)sulfonyl)-1H-pyrrol-3-yl)methyl)methan-d3-amine FC1=C(C=CC(=C1)F)C1=CC(=CN1S(=O)(=O)C1=CC=C(C=C1)OC(F)(F)F)CNC([2H])([2H])[2H]